[I-](I)I.[Tl+] thallium triiodide